C(C)C=1C(=NN(C1)C)[C@@H](C1(CCC1)C)NC1=C(C(C1=O)=O)NC1=C(C(=NC=C1)C(=O)N(C)C)O (R)-4-((2-(((4-Ethyl-1-methyl-1H-pyrazol-3-yl)(1-methylcyclobutyl)methyl)amino)-3,4-dioxocyclobut-1-en-1-yl)amino)-3-hydroxy-N,N-dimethylpicolinamide